4-Chloro-1-cyclopropyl-5-(4,4,5,5-tetramethyl-1,3,2-dioxaborolan-2-yl)-1H-pyrazole ClC=1C=NN(C1B1OC(C(O1)(C)C)(C)C)C1CC1